CC(C)N1C(C=CC2=C1N=CN=C2)=O 8-(propan-2-yl)pyrido[2,3-d]Pyrimidin-7(8H)-one